N-(4-((4-isopropylpiperazin-1-yl)sulfonyl)phenyl)-2-nitro-4-(trifluoromethyl)benzamide C(C)(C)N1CCN(CC1)S(=O)(=O)C1=CC=C(C=C1)NC(C1=C(C=C(C=C1)C(F)(F)F)[N+](=O)[O-])=O